(R)-5-((1-(2-Benzyloxy-5-fluorophenyl)ethyl)amino)-N-(4-methoxycyclohexyl)-3H-imidazo[4,5-b]pyridine-3-carboxamide C(C1=CC=CC=C1)OC1=C(C=C(C=C1)F)[C@@H](C)NC1=CC=C2C(=N1)N(C=N2)C(=O)NC2CCC(CC2)OC